1-cyclopropyl-3-[(3R,5S)-5-methyl-1-(8-trifluoromethyl-quinolin-5-yl)-piperidin-3-yl]Urea C1(CC1)NC(=O)N[C@H]1CN(C[C@H](C1)C)C1=C2C=CC=NC2=C(C=C1)C(F)(F)F